C(C)OC(=O)C1=C(CC(N(C1)C(=O)O)C(C)(C)C)N[C@H](C)C1=CC=CC=C1 tert-butyl-4-[[(1R)-1-phenylethyl]amino]-3,6-dihydro-2H-pyridine-1,5-dicarboxylic acid O5-ethyl ester